OCC(C)(C)C1=NC(=NO1)C1=CC=C(C(=O)OC)C=C1 methyl 4-(5-(1-hydroxy-2-methylpropan-2-yl)-1,2,4-oxadiazol-3-yl)benzoate